7-fluoro-[1,2,4]triazolo[1,5-a]pyridin-6-amine HCl salt Cl.FC1=CC=2N(C=C1N)N=CN2